CC1=NNC(=C1)C=1C=CC=2N(C1)N=CC2C#N 6-(3-methyl-1H-pyrazol-5-yl)pyrazolo[1,5-a]pyridine-3-carbonitrile